2-(3-cyano-phenyl)-5-trifluoromethyl-2H-pyrazole-3-carboxylic acid {3-[(cyclopropylmethyl-amino)-naphthalen-1-yl-methyl]-phenyl}-amide C1(CC1)CNC(C=1C=C(C=CC1)NC(=O)C=1N(N=C(C1)C(F)(F)F)C1=CC(=CC=C1)C#N)C1=CC=CC2=CC=CC=C12